N1-{3-[(5-amino-3-methoxy-6-quinoxalinyl)amino]-2,4-difluorophenyl}-1-propanesulfonamide NC1=C2N=C(C=NC2=CC=C1NC=1C(=C(C=CC1F)NS(=O)(=O)CCC)F)OC